5-(Benzyloxy)-1-(4-Chlorobenzyl)-2-(4-Nitrophenyl)-1H-Benzo[d]imidazole C(C1=CC=CC=C1)OC1=CC2=C(N(C(=N2)C2=CC=C(C=C2)[N+](=O)[O-])CC2=CC=C(C=C2)Cl)C=C1